CN(C1=CC(=NC=C1)C(=O)NC=1C=CC=C2C=CC=NC12)CCN1CCOCC1 4-(methyl(2-morpholinoethyl)amino)-N-(quinolin-8-yl)picolinamide